(2S)-1-(3-(methylsulfonyl)phenoxy)-3-(8-(phenylsulfonyl)-1-oxa-8-azaspiro[4.5]decan-3-ylamino)propan-2-ol CS(=O)(=O)C=1C=C(OC[C@H](CNC2COC3(C2)CCN(CC3)S(=O)(=O)C3=CC=CC=C3)O)C=CC1